2-benzoyl-1,10-phenanthroline iron (II) chloride [Fe](Cl)Cl.C(C1=CC=CC=C1)(=O)C1=NC2=C3N=CC=CC3=CC=C2C=C1